COC([C@@H](CC1=C(C(=CC=C1)Br)O)NC(=O)OC(C)(C)C)=O.NC1=CC=C(C=C1)/C=C/C(=O)C1=C(C=CC(=C1)OC)OC (2E)-3-(4-aminophenyl)-1-(2,5-dimethoxyphenyl)prop-2-en-1-one methyl-(2R)-3-(3-bromo-2-hydroxyphenyl)-2-[(tert-butoxycarbonyl)amino]propanoate